2,2,4,4-tetramethyl-cyclohexane-1,3,5-trione CC1(C(CC(C(C1=O)(C)C)=O)=O)C